(2R,4S,5R,6R)-6-((1R,2R)-3-(4-chlorobenzamido)-1,2-dihydroxypropyl)-2-((2,3-difluorobenzyl)oxy)-5-(2-fluoroacetamido)-4-hydroxytetrahydro-2H-pyran-2-carboxylic acid ClC1=CC=C(C(=O)NC[C@H]([C@@H](O)[C@H]2[C@@H]([C@H](C[C@@](O2)(C(=O)O)OCC2=C(C(=CC=C2)F)F)O)NC(CF)=O)O)C=C1